BrC=1C=C(SC1C(C(=O)NC(C)(C)C)(F)F)C(=O)NC1=CC(=C(C=C1)F)C 4-bromo-5-(2-(tert-butylamino)-1,1-difluoro-2-oxoethyl)-N-(4-fluoro-3-methylphenyl)thiophene-2-carboxamide